5-(1-bromoethyl)-2-(1H-1,2,4-triazol-1-yl)pyridine BrC(C)C=1C=CC(=NC1)N1N=CN=C1